N-(1-(1-neopentyl-6-(tetrahydro-2H-pyran-4-yl)-1H-indol-3-yl)ethyl)cyclopropanesulfonamide C(C(C)(C)C)N1C=C(C2=CC=C(C=C12)C1CCOCC1)C(C)NS(=O)(=O)C1CC1